2-p-hydroxycinnamoyl-3,4-dihydroxy-5-(2,3,4,6-tetrabenzyl-glucosyl)cyclopentenone OC1=CC=C(C=CC(=O)C=2C(C(C(C2O)O)C2[C@](O)([C@@](O)([C@](O)([C@H](O2)C(O)CC2=CC=CC=C2)CC2=CC=CC=C2)CC2=CC=CC=C2)CC2=CC=CC=C2)=O)C=C1